The molecule is a prosolanapyrone that is prosolanapyrone I in which one of the hydrogens of the methyl substituent at position 3 of the pyrone ring is substituted by a hydroxy group. It is a prosolanapyrone and a primary alcohol. C/C=C/C=C/CCCC/C=C/C1=CC(=C(C(=O)O1)CO)OC